1-(4-fluoro-2-methylphenyl)-3-(pyridin-3-yl)-6-(trifluoromethyl)-2,3-dihydro-quinazolin-4(1H)-one FC1=CC(=C(C=C1)N1CN(C(C2=CC(=CC=C12)C(F)(F)F)=O)C=1C=NC=CC1)C